((1S,6'R,7a'R)-2,2,6'-trifluorodihydro-1'H,3'H-spiro[cyclopropan-1,2'-pyrrolizin]-7a'(5'H)-yl)methanol FC1(C[C@]12C[C@@]1(C[C@H](CN1C2)F)CO)F